ethyl 4,4-dicyclopropyl-3-carbonyl-valerate C1(CC1)C(C(CC(=O)OCC)=C=O)(C)C1CC1